tertbutyl 4-[(3aR,4R,6R,6aS)-6-[4-amino-2-chloro-5-(1,3-thiazol-2-yl)pyrrolo[2,3-d]pyrimidin-7-yl]-2,2-dimethyl-tetrahydro-3aH-cyclopenta[d][1,3]dioxol-4-yl]piperidine-1-carboxylate NC=1C2=C(N=C(N1)Cl)N(C=C2C=2SC=CN2)[C@@H]2C[C@@H]([C@@H]1[C@H]2OC(O1)(C)C)C1CCN(CC1)C(=O)OC(C)(C)C